N1=C(C=CC=C1)C=1N=C(C2=C(N1)CCC2)NCCCCCC(=O)O 6-{[2-(pyridin-2-yl)-5H,6H,7H-cyclopenta[d]pyrimidin-4-yl]amino}hexanoic acid